methyl 2-bromo-4-(piperazin-1-yl)benzoate BrC1=C(C(=O)OC)C=CC(=C1)N1CCNCC1